3-(5-(2-(tert-butyldimethylsilyloxy)propan-2-yl)-6-methoxypyridin-3-yl)-4,4-difluoropiperidine-1-carboxylic acid tert-butyl ester C(C)(C)(C)OC(=O)N1CC(C(CC1)(F)F)C=1C=NC(=C(C1)C(C)(C)O[Si](C)(C)C(C)(C)C)OC